ClCC(=O)NC=1C=CC=C2C(=NN(C12)C)C1C(NC(CC1)=O)=O 2-chloro-N-(3-(2,6-dioxopiperidin-3-yl)-1-methyl-1H-indazol-7-yl)acetamide